CS(=O)(=O)O[C@H]1C[C@@H](N(CC1)C(=O)OC(C)(C)C)C(F)(F)F tert-Butyl trans-4-((methylsulfonyl)oxy)-2-(trifluoromethyl)piperidine-1-carboxylate